FC=1C=C(C=CC1F)C1N(CCOC1)C(=O)NCC(CO)CC1=CC(=C(C=C1)OC)O (3,4-difluorophenyl)-N-(3-hydroxy-2-(3-hydroxy-4-methoxybenzyl)propyl)morpholine-4-carboxamide